C1C(=CC2=CC=CC=C2C1(O)O)O 1,3-dihydroxynaphthol